(oxybis(ethane-2,1-diyl)bis(oxy))diethanol O(CCOCCO)CCOCCO